N-[(5-Chlorothiophen-2-yl)methyl]-1-(furan-3-carbonyl)-3-(piperidin-4-yl)-1H-pyrazol-5-amin hydrochlorid Cl.ClC1=CC=C(S1)CNC1=CC(=NN1C(=O)C1=COC=C1)C1CCNCC1